4-chloro-N-[(1S,2R)-2-(6-fluoro-2,3-dimethyl-phenyl)-1-(2-oxo-3H-1,3,4-oxadiazol-5-yl)propyl]piperidine-1-sulfonamide ClC1CCN(CC1)S(=O)(=O)N[C@@H]([C@H](C)C1=C(C(=CC=C1F)C)C)C1=NNC(O1)=O